NC1=C(C2=C(N=C(N=C2)C)N1C1=C(C=CC=C1Cl)Cl)C#N 6-amino-7-(2,6-dichlorophenyl)-2-methyl-7H-pyrrolo[2,3-d]pyrimidine-5-carbonitrile